(2S,3R)-2-[(2,2'-difluoro-3'-methyl[1,1'-biphenyl]-3-yl)methyl]-3-[(dimethylsulfamoyl)amino]-4,4-difluoro-N,N-dimethylpyrrolidine-1-carboxamide FC1=C(C=CC=C1C[C@@H]1N(CC([C@@H]1NS(N(C)C)(=O)=O)(F)F)C(=O)N(C)C)C1=C(C(=CC=C1)C)F